N,N'-[(3,6-diamino-2,5-pyrazinediyl)dicarbonyl]bis[D-serine] NC=1C(=NC(=C(N1)C(=O)N[C@H](CO)C(=O)O)N)C(=O)N[C@H](CO)C(=O)O